C1(CCCC1)OC1=CC(=CC(=N1)N1C(C2=CC(=CC(=C2C1)C(F)(F)F)CNC1(CCC1)C)=O)C1(CC(C1)C)C1=NN=CN1C 2-(6-(cyclopentyloxy)-4-((1r,3r)-3-methyl-1-(4-methyl-4H-1,2,4-triazol-3-yl)cyclobutyl)pyridin-2-yl)-6-(((1-methylcyclobutyl)amino)methyl)-4-(trifluoromethyl)isoindolin-1-one